N-Boc-1,5-pentanediamine hydrochloride Cl.C(=O)(OC(C)(C)C)NCCCCCN